O[C@@H]1COC2=CC=CC=C2[C@H]1NC(=O)C=1C=C2C(CC(C2=CC1)(C)C)N1C(NC(CC1=O)(C)C)=N N-[(3S,4R)-3-hydroxychroman-4-yl]-3-(2-imino-4,4-dimethyl-6-oxo-hexahydropyrimidin-1-yl)-1,1-dimethyl-indane-5-carboxamide